The molecule is an ascarosyloxycarboxylic acid beta-D-glucopyranosyl ester resulting from the formal esterification of the carboxy group of ascr#22 with the anomeric hydroxy group of beta-D-glucopyranose. It is a metabolite of the nematode Caenorhabditis elegans. It has a role as a Caenorhabditis elegans metabolite. It is an (omega-1)-hydroxy fatty acid ascaroside and an ascarosyloxycarboxylic acid beta-D-glucopyranosyl ester. It derives from an ascr#22. C[C@H]1[C@@H](C[C@H]([C@@H](O1)O[C@H](C)CCCCCCCCCCC(=O)O[C@H]2[C@@H]([C@H]([C@@H]([C@H](O2)CO)O)O)O)O)O